[6-[[3-bromo-4-methyl-5-(trifluoromethyl)-2-pyridinyl]oxy]-2,3-difluoro-phenyl]methoxy-tert-butyl-dimethyl-silane BrC=1C(=NC=C(C1C)C(F)(F)F)OC1=CC=C(C(=C1CO[Si](C)(C)C(C)(C)C)F)F